C1(CC1)N1C(N(C(C(=C1)C(=O)OCC)=O)C1=CC=C(C=C1)F)=O ethyl 1-cyclopropyl-3-(4-fluorophenyl)-2,4-dioxo-pyrimidine-5-carboxylate